2-chloro-4-((3R,5S)-4,4-difluoro-3-(2-hydroxyethyl)-5-methylpiperidin-1-yl)pyrimidine-5-carbonitrile ClC1=NC=C(C(=N1)N1C[C@H](C([C@H](C1)C)(F)F)CCO)C#N